FC=1C=C(C#N)C=C(C1)OC=1C=CC2=C(C(N(S2(=O)=O)C)O)C1C#N 3-fluoro-5-((3-hydroxy-2-methyl-4-cyano-1,1-dioxido-2,3-dihydrobenzo[d]isothiazol-5-yl)oxy)benzonitrile